7-((3aR,4R,6R,6aR)-6-((R)-(3,4-dichlorophenyl)(hydroxy)methyl)-2,2,6a-trimethyltetrahydrofuro[3,4-d][1,3]dioxol-4-yl)-1H-pyrrolo[2,3-d]pyrimidin-4(7H)-one O-methyl oxime CON=C1C2=C(NC=N1)N(C=C2)[C@@H]2O[C@@H]([C@]1(OC(O[C@H]12)(C)C)C)[C@H](O)C1=CC(=C(C=C1)Cl)Cl